ON1C(NC2=C(C=CC=C2C1=O)S(=O)(=O)C=1C=C(C=CC1)NC(=O)NC)=O 1-(3-((3-hydroxy-2,4-dioxo-1,2,3,4-tetrahydroquinazolin-8-yl)sulfonyl)phenyl)-3-methylurea